C(#N)C1=C(OC=2C=C3C(N(C=NC3=CC2)CCCN(C(OC(C)(C)C)=O)C)=O)C(=CC=C1NS(=O)(=O)N1CCCC1)F tert-butyl N-[3-[6-[2-cyano-6-fluoro-3-(pyrrolidin-1-ylsulfonylamino)phenoxy]-4-oxo-quinazolin-3-yl] propyl]-N-methyl-carbamate